C(CCCS(=O)(=O)[O-])S(=O)(=O)[O-] butaneDisulfonate